4-(2-fluoro-6-methylphenyl)-7-(4-methyl-1,3-thiazol-5-yl)-2-(2-(2-propenoyl)-2,6-diazaspiro[3.4]octan-6-yl)-5,6-dihydro-3-quinolinecarbonitrile FC1=C(C(=CC=C1)C)C1=C(C(=NC=2C=C(CCC12)C1=C(N=CS1)C)N1CC2(CN(C2)C(C=C)=O)CC1)C#N